ClC1=C(C=CC=C1C1=C(C(=NC=C1)C1=CC(=C(C=C1)CNC[C@H]1NC(CC1)=O)OC)Cl)NC1=NC=CC(=C1F)CNCCC(=O)O (S)-3-(((2-((2-chloro-3-(3-chloro-2-(3-methoxy-4-((((5-oxopyrrolidin-2-yl)methyl)amino)methyl)phenyl)pyridin-4-yl)phenyl)amino)-3-fluoropyridin-4-yl)methyl)amino)propanoic acid